4-(4-hydroxypiperidin-1-yl)-1-methyl-2-oxo-1,2-dihydroquinoline-3-carbonitrile OC1CCN(CC1)C1=C(C(N(C2=CC=CC=C12)C)=O)C#N